(S)-9-Acetyl-2-((R)-3-methylmorpholin-4-yl)-8-trifluoromethyl-6,7,8,9-tetrahydropyrimido[1,2-a]pyrimidin-4-one C(C)(=O)N1[C@@H](CCN2C1=NC(=CC2=O)N2[C@@H](COCC2)C)C(F)(F)F